sulfonylpiperidine-1-carboxylate S(=O)(=O)=C1N(CCCC1)C(=O)[O-]